C(=O)C(C(=O)OCC)C1CC1 ethyl α-formyl-cyclopropaneacetate